Cyanoaniline C(#N)NC1=CC=CC=C1